1-hydroxyethane-1,1-di-phosphonate OC(C)(P([O-])(=O)[O-])P([O-])(=O)[O-]